FC1=NC=CC(=C1)N1N=C(C=2CCCC(C12)=O)C(F)(F)F 1-(2-fluoro-4-pyridinyl)-3-(trifluoromethyl)-5,6-dihydro-4H-indazol-7-one